9,9-bis[2-(N-isopropylcarbamoyl)ethyl]Fluorene C(C)(C)NC(=O)CCC1(C2=CC=CC=C2C=2C=CC=CC12)CCC(NC(C)C)=O